N4-(thiophen-2-ylmethyl)-N2-(3-(trifluoromethoxy)phenyl)quinazoline-2,4-diamine S1C(=CC=C1)CNC1=NC(=NC2=CC=CC=C12)NC1=CC(=CC=C1)OC(F)(F)F